FC1=CC(=C(S1)C1=CC=C(C(=N1)C)OC1CCCCC1)C=O (1S,3S)-3-((6-(5-fluoro-3-formylthiophen-2-yl)-2-methylpyridin-3-yl)oxy)cyclohexane